C(CCCC)C=1C(CCC1)=O 2-Pentyl-2-cyclopenten-1-one